7-chloro-4-(difluoromethyl)benzo[b]thiophene-3-carboxylic acid tert-butyl ester C(C)(C)(C)OC(=O)C=1C2=C(SC1)C(=CC=C2C(F)F)Cl